Cl(=O)[O-].[Na+].FC1=C(C=CC=C1)C=1C=C(C=NC1)C(=O)NC1=C(C=CC(=C1)C(N[C@@H]1[C@H](CCCC1)O)=O)C 5-(2-Fluorophenyl)-N-(5-{[(1S,2S)-2-hydroxycyclohexyl]carbamoyl}-2-methylphenyl)pyridine-3-carboxamide sodium chlorite